3-(methoxy)-4H-benzo[e][1,2]oxazine-4-one COC1=NOC2=C(C1=O)C=CC=C2